C(C)(C)[C@H]1CC=C(CC1)CC(C=O)C 3-((R)-4-isopropylcyclohex-1-en-1-yl)-2-methylpropanal